N-Methylhex-5-en-1-amine CNCCCCC=C